C(#N)C=1C2=C(SC1C1=C(C=NN1C)C1=CC(=C3C(NN=C(C3=C1)CNC(=O)C1=C(C(=O)O)C=CC=C1)=O)O)C=CC=C2 2-(((7-(5-(3-cyanobenzo[b]thiophen-2-yl)-1-methyl-1H-pyrazol-4-yl)-5-hydroxy-4-oxo-3,4-dihydrophthalazin-1-yl)methyl)carbamoyl)benzoic acid